(3-Fluoro-5-(1-(3-fluorophenyl)-1H-pyrazol-4-yl)benzyl)carbamic acid tert-butyl ester C(C)(C)(C)OC(NCC1=CC(=CC(=C1)C=1C=NN(C1)C1=CC(=CC=C1)F)F)=O